NC1=NC=2N(C(C=NC2C(=N1)C=1OC(=CC1)C)=O)CC1=CC(=CC=C1)F amino-8-(3-fluorobenzyl)-4-(5-methylfuran-2-yl)pteridin-7(8H)-one